C1(CCC1)C(C)C1=NNC(=C1)C(=O)O 3-(1-Cyclobutylethyl)-1H-pyrazole-5-carboxylic acid